COC(=O)[C@H]1N(C(CC1)=O)C (S)-1-methyl-5-oxopyrrolidine-2-carboxylic acid methyl ester